C1(CCCCC1)C[C@@](C(=O)O)(NC(C(F)(F)F)=O)C (S)-3-cyclohexyl-2-methyl-2-(2,2,2-trifluoroacetamido)propanoic acid